C(C)(C)[N+](=CCC(CC(C)(C)C)C)[O-] N-isopropyl-3,5,5-trimethylhexan-1-imine oxide